1-(3-(2-((6-amino-5-(4-phenoxyphenyl)pyrimidin-4-yl)amino)ethyl)azetidin-1-yl)prop-2-en-1-one NC1=C(C(=NC=N1)NCCC1CN(C1)C(C=C)=O)C1=CC=C(C=C1)OC1=CC=CC=C1